4-[2-(6-chloropyridazin-3-yl)oxyethyl]morpholine ClC1=CC=C(N=N1)OCCN1CCOCC1